1-[(4-methoxyphenyl)methyl]-1H-pyrazolo[4,3-c]Pyridine-7-carboxamide COC1=CC=C(C=C1)CN1N=CC=2C=NC=C(C21)C(=O)N